Methyl-(S,E)-(7-amino-1-((1-((4-isopropoxy-1H-benzo[d]imidazol-2-yl)methyl)-2-oxo-1,2-dihydropyridin-3-yl)amino)-1,7-dioxohept-5-en-2-yl)carbamat COC(N[C@H](C(=O)NC=1C(N(C=CC1)CC1=NC2=C(N1)C=CC=C2OC(C)C)=O)CC\C=C\C(=O)N)=O